FC(OC1=CC(=NN1)NC1=C(N=CC(=N1)O[C@@H]1C(CN(CC1)C(=O)OC(C)(C)C)(C)C)C)F tert-butyl (S)-4-((6-((5-(difluoromethoxy)-1H-pyrazol-3-yl)amino)-5-methylpyrazin-2-yl)oxy)-3,3-dimethylpiperidine-1-carboxylate